3-((2-(hydroxymethyl)phenyl)amino)piperidine-2,6-dione OCC1=C(C=CC=C1)NC1C(NC(CC1)=O)=O